FC1=C(C=CC=C1)NC1=NC=NC2=CC(=CC=C12)C(=O)NCCCCCCNC=1C2=CC=C(C=C2N=C2CCCCC12)C 4-((2-fluorophenyl)amino)-N-(6-((6-methyl-1,2,3,4-tetrahydroacridin-9-yl)amino)hexyl)quinazoline-7-carboxamide